(1S,3R)-3-acetylamino-N-(4-(1-(cyclopropylmethyl)-4-fluoro-1H-benzo[d]imidazol-6-yl)-5-methylpyridin-2-yl)cyclohexane-1-carboxamide C(C)(=O)N[C@H]1C[C@H](CCC1)C(=O)NC1=NC=C(C(=C1)C=1C=C(C2=C(N(C=N2)CC2CC2)C1)F)C